tert-butyl 4-[3-[[5-[[[3-ethyl-5-[(2R)-2-(2-hydroxyethyl)-1-piperidyl]pyrazolo[1,5-a]pyrimidin-7-yl]amino]methyl]-2-pyridyl]oxy]propyl]piperazine-1-carboxylate C(C)C=1C=NN2C1N=C(C=C2NCC=2C=CC(=NC2)OCCCN2CCN(CC2)C(=O)OC(C)(C)C)N2[C@H](CCCC2)CCO